ClC=1N=NC(=C2C1C=NC(=C2)C)NC2CN(CCC2)C 4-chloro-7-methyl-N-(1-methylpiperidin-3-yl)pyrido[3,4-d]pyridazin-1-amine